NC=1C(=NON1)C(=O)N1CC(C1)CN1[C@H](C[C@@]2(CC1)OCCC1=C2C=C(S1)CC)C (4-Amino-1,2,5-oxadiazol-3-yl)-[3-[[(2'S,4R)-2-ethyl-2'-methyl-spiro[6,7-dihydrothieno[3,2-c]pyran-4,4'-piperidin]-1'-yl]methyl]azetidin-1-yl]methanone